trans-3-(3-cyclopropyl-4-(5-fluoro-6-methylpyridin-2-yl)-1H-pyrazol-1-yl)cyclobutane-1-carbaldehyde C1(CC1)C1=NN(C=C1C1=NC(=C(C=C1)F)C)[C@@H]1C[C@H](C1)C=O